6-chloro-1-(2-ethyl-4-fluorophenyl)-3-(6-methoxy-2-methylpyridin-3-yl)-4-oxo-1,2,3,4-tetrahydropyrido[2,3-d]pyrimidine-7-carbonitrile ClC1=CC2=C(N(CN(C2=O)C=2C(=NC(=CC2)OC)C)C2=C(C=C(C=C2)F)CC)N=C1C#N